(2S,6S)-2,6-dimethylpiperazine dihydrochloride Cl.Cl.C[C@@H]1N[C@H](CNC1)C